palmitoleyl myristate C(CCCCCCCCCCCCC)(=O)OCCCCCCCC\C=C/CCCCCC